oxo-aminotriazine O=NC1=NN=NC=C1